SC(CCC(=O)OC(CCC)OC(CCC(C)S)=O)C butanediol bis(4-mercapto valerate)